tert-Butyl 3-((3-ethoxy-3-oxopropyl)((6-methoxypyridin-3-yl)methyl)amino)azetidine-1-carboxylate C(C)OC(CCN(C1CN(C1)C(=O)OC(C)(C)C)CC=1C=NC(=CC1)OC)=O